FC1(CC(C1)CNC(=O)C=1C=NN2C1C=C(C=C2)C2=CNC=1N=C(N=CC12)NC1=CC(=NC=C1)N1CCN(CC1)C)F N-((3,3-difluorocyclobutyl)methyl)-5-(2-((2-(4-methylpiperazin-1-yl)pyridin-4-yl)amino)-7H-pyrrolo[2,3-d]pyrimidin-5-yl)pyrazolo[1,5-a]pyridine-3-carboxamide